BrC1=NC(=C(C=2CCCCC12)Br)[C@H](CC1=CC(=CC(=C1)F)F)N[S@@](=O)C(C)(C)C (S)-N-((S)-1-(1,4-dibromo-5,6,7,8-tetrahydroisoquinolin-3-yl)-2-(3,5-difluorophenyl)ethyl)-2-methylpropane-2-sulfinamide